(±)-N-([1,1'-biphenyl]-3-yl)-1-fluoro-6,7,8,9-tetrahydro-5H-5,8-epiminocyclohepta[c]-pyridine-10-carboxamide C1(=CC(=CC=C1)NC(=O)N1C2CCC1CC=1C(=NC=CC12)F)C1=CC=CC=C1